1-methyl-7-[4-(4-methylpiperazin-1-yl)anilino]-3-(2-prop-2-enoyl-2-azabicyclo[2.2.1]heptan-5-yl)-4H-pyrimido[4,5-d]pyrimidin-2-one CN1C(N(CC=2C1=NC(=NC2)NC2=CC=C(C=C2)N2CCN(CC2)C)C2C1CN(C(C2)C1)C(C=C)=O)=O